COC(=O)C1=C(C=C2C(=N1)C(=CN2C(=O)OC(C)(C)C)C(C)C)C 3-isopropyl-6-methyl-1H-pyrrolo[3,2-b]pyridine-1,5-dicarboxylic acid 1-tert-butyl 5-methyl ester